C(C=C)OC1=NOC(=C1)CN1CCC(CC1)OC1=C2C(=NC=C1)C=C(S2)C#N 7-((1-((3-(allyloxy)isoxazol-5-yl)methyl)piperidin-4-yl)oxy)thieno[3,2-b]pyridine-2-carbonitrile